C(C1=CC=CC=C1)NC(OC1=CC(=CC=C1)C=1C=NC=C(C1)C=1N=NN(N1)COCC[Si](C)(C)C)=O 3-(5-(2-((2-(trimethylsilyl)ethoxy)methyl)-2H-tetrazol-5-yl)pyridin-3-yl)phenyl benzylcarbamate